2-(2-aminoethyl)-6-[1-(trifluoromethyl)cyclopropyl]-2,3-dihydro-1H-isoindol-1-one NCCN1C(C2=CC(=CC=C2C1)C1(CC1)C(F)(F)F)=O